5-tert-butyl-2-(3-tert-butylphenyl)-pyridine C(C)(C)(C)C=1C=CC(=NC1)C1=CC(=CC=C1)C(C)(C)C